1-benzyl 2-(tert-butyl) 1-(3-amino-3-oxopropyl)hydrazine-1,2-dicarboxylate NC(CCN(NC(=O)OC(C)(C)C)C(=O)OCC1=CC=CC=C1)=O